3-Deuterio-4-[[(2S,3S,4R,5S)-3-(3,4-difluoro-2-methoxyphenyl)-4,5-dimethyl-5-(trifluoromethyl)tetrahydrofuran-2-carbonyl]amino]pyridin-2-carboxamid [2H]C=1C(=NC=CC1NC(=O)[C@H]1O[C@@]([C@@H]([C@H]1C1=C(C(=C(C=C1)F)F)OC)C)(C(F)(F)F)C)C(=O)N